Trans-N-cyclopropyl-3-((5-(1-(2,2-difluoroethyl)-2-methyl-1H-benzo[d]imidazol-6-yl)-4-methoxypyrrolo[2,1-f][1,2,4]triazin-2-yl)amino)-1-methylcyclobutane-1-carboxamide C1(CC1)NC(=O)C1(CC(C1)NC1=NN2C(C(=N1)OC)=C(C=C2)C=2C=CC1=C(N(C(=N1)C)CC(F)F)C2)C